N-((S)-1-amino-1-oxo-3-((S)-2-oxopyrrolidin-3-yl)propan-2-yl)-6-(4-chloro-5-methoxy-1H-indole-2-carbonyl)-6-azaspiro[3.4]octane-7-carboxamide NC([C@H](C[C@H]1C(NCC1)=O)NC(=O)C1N(CC2(CCC2)C1)C(=O)C=1NC2=CC=C(C(=C2C1)Cl)OC)=O